2-((4-(7-((1-((3-acryloylaminophenyl)sulfonyl)piperidin-4-yl)methyl)-2,7-diazaspiro[3.5]nonan-2-yl)pyrimidin-5-yl)oxy)-5-fluoro-N,N-diisopropylbenzamide C(C=C)(=O)NC=1C=C(C=CC1)S(=O)(=O)N1CCC(CC1)CN1CCC2(CN(C2)C2=NC=NC=C2OC2=C(C(=O)N(C(C)C)C(C)C)C=C(C=C2)F)CC1